ClC1=CC=C(C=N1)NC(C1=CC=C(C=C1)C1(C(NC(NC1=O)=O)=O)N1CCC2(CN(C2)CCO)CC1)=O N-(6-chloro-3-pyridyl)-4-[5-[2-(2-hydroxyethyl)-2,7-diazaspiro[3.5]nonan-7-yl]-2,4,6-trioxo-hexahydropyrimidin-5-yl]benzamide